CN1C[C@@H](CCC1)NC1=NN=C(C=2N1C=NC2)C2=C(C=C(C=C2)C(F)(F)F)O 2-[4-[[(3R)-1-methyl-3-piperidinyl]amino]imidazo[1,5-d][1,2,4]triazin-1-yl]-5-(trifluoromethyl)phenol